(2-chloro-6,7-dimethoxybenzo[d]thiazol-4-yl)methanol ClC=1SC2=C(N1)C(=CC(=C2OC)OC)CO